2-Methylbutylacetate CC(COC(C)=O)CC